ethyl 2-(4-chloro-2-(trifluoromethyl) phenyl)-2,2-difluoroacetate ClC1=CC(=C(C=C1)C(C(=O)OCC)(F)F)C(F)(F)F